S1CC(CC1)=O 4,5-dihydro-3(2H)-thiophenone